2-methoxy-6-(benzylamino)benzoic acid COC1=C(C(=O)O)C(=CC=C1)NCC1=CC=CC=C1